C1(=CC=CC=C1)C(CS(=O)(=O)O)C 2-phenylpropanesulfonic acid